2-fluoro-4-methylbenzoyl chloride FC1=C(C(=O)Cl)C=CC(=C1)C